CC1=CC=CC(=N1)C=1N=C2N(CCCN2)C1C=1C=C2C=CC=NC2=CC1 6-[2-(6-methyl-pyridin-2-yl)-5,6,7,8-tetrahydro-imidazo[1,2-a]pyrimidine-3-yl]-quinoline